Methyl ((1R,3R)-3-(6-((4-(hydroxymethyl)-6-(5-(trifluoromethyl)thiazol-2-yl)pyridin-2-yl)amino)-3-(methyl-d3)-2-oxo-2,3-dihydro-1H-imidazo[4,5-c]pyridin-1-yl)cyclopentyl)carbamate OCC1=CC(=NC(=C1)C=1SC(=CN1)C(F)(F)F)NC1=CC2=C(C=N1)N(C(N2[C@H]2C[C@@H](CC2)NC(OC)=O)=O)C([2H])([2H])[2H]